NC=1C(=NC(=C(N1)F)C1=CC(=C(C=C1)C1CCOCC1)CN1CCCC1)C=1C=C2CCNC(C2=CC1F)=O 6-(3-amino-5-fluoro-6-(3-(pyrrolidin-1-ylmethyl)-4-(tetrahydro-2H-pyran-4-yl)phenyl)pyrazin-2-yl)-7-fluoro-3,4-dihydroisoquinolin-1(2H)-one